N-[(2R,8aS)-2-(2,3-dichloro-6-hydroxyphenyl)-5-oxo-hexahydro-1H-indolizin-7-yl]acetamide ClC1=C(C(=CC=C1Cl)O)[C@H]1C[C@H]2CC(CC(N2C1)=O)NC(C)=O